4-amino-2-fluoro-5-methoxy-N-(1-methylpiperidin-4-yl)benzamide NC1=CC(=C(C(=O)NC2CCN(CC2)C)C=C1OC)F